ICCCC(CCCC)I 1,4-diiodooctane